C(C)NC=1C=CC(=C(C1)N1/C(/SCC1=O)=N/C(=O)NC1=C(C=C(C=C1)C1=NN(C=N1)C1=CC=C(C=C1)OC(F)(F)F)C)C(C)C (Z)-1-(3-(5-(ethylamino)-2-isopropylphenyl)-4-oxothiazolidin-2-ylidene)-3-(2-methyl-4-(1-(4-(trifluoromethoxy)phenyl)-1H-1,2,4-triazol-3-yl)phenyl)urea